COC1=CC=C(C=C1)C1=NOC(=N1)N1CCC(CC1)C(=O)NCC1CN(CC1)CC1COC1 1-(3-(4-Methoxyphenyl)-1,2,4-oxadiazol-5-yl)-N-((1-(Oxetan-3-ylmethyl)pyrrolidin-3-yl)methyl)piperidin-4-carboxamid